1-(2-((R)-1-(2,2-difluorobenzo[d][1,3]dioxol-5-yl)ethoxy)pyridine-4-yl)-3-(trifluoromethyl)-4,5,6,7-tetrahydro-1H-indazol-7-ol FC1(OC2=C(O1)C=CC(=C2)[C@@H](C)OC2=NC=CC(=C2)N2N=C(C=1CCCC(C21)O)C(F)(F)F)F